N-(tert-butyl)-3-((2-((6-(4-((2-(2,6-dioxopiperidin-3-yl)-7-fluoro-1,3-dioxoisoindolin-5-yl)methyl)piperazin-1-yl)pyridazin-3-yl)amino)-5-methylpyrimidin-4-yl)amino)benzenesulfonamide C(C)(C)(C)NS(=O)(=O)C1=CC(=CC=C1)NC1=NC(=NC=C1C)NC=1N=NC(=CC1)N1CCN(CC1)CC=1C=C2C(N(C(C2=C(C1)F)=O)C1C(NC(CC1)=O)=O)=O